bis(2,5-dimethyl-2,4-cyclopentadienyl)dimethoxysilane 9,9-difluoro-2-azaspiro[5.5]undecane-2-carboxylate FC1(CCC2(CCCN(C2)C(=O)O)CC1)F.CC=1C(C(=CC1)C)[Si](OC)(OC)C1C(=CC=C1C)C